1-(5Z,8Z,11Z,14Z,17Z-eicosapentaenoyl)-2-(9Z,12Z-octadecadienoyl)-glycero-3-phosphoserine CCCCC/C=C\C/C=C\CCCCCCCC(=O)O[C@H](COC(=O)CCC/C=C\C/C=C\C/C=C\C/C=C\C/C=C\CC)COP(=O)(O)OC[C@@H](C(=O)O)N